C1(CC1)[C@H](C1=CC=2N(N=C1)C=C(N2)[C@@H](NC(=O)C2=NON=C2C)C2CCC(CC2)(F)F)NC([C@H](CC(F)F)C)=O |o1:33| N-((S)-(7-((R)-Cyclopropyl((S*)-4,4-difluoro-2-methylbutanamido)methyl)imidazo[1,2-b]pyridazin-2-yl)(4,4-difluorocyclohexyl)methyl)-4-methyl-1,2,5-oxadiazole-3-carboxamide